2-{[8-(5-methoxypyridin-2-yl)-3-oxo-1H,2H,3H-benzo[e]isoindol-2-yl]methyl}prop-2-enamide COC=1C=CC(=NC1)C=1C=CC2=C(C=3CN(C(C3C=C2)=O)CC(C(=O)N)=C)C1